N1N=CC(=C1)CCCNC(C1=CC(=C(C=C1)S(=O)(=O)CC1=NN(C=C1)C)C#CC1=CC(=C(C=C1)C)OC)=O N-(3-(1H-pyrazol-4-yl)propyl)-3-((3-methoxy-4-methylphenyl)ethynyl)-4-(((1-methyl-1H-pyrazol-3-yl)methyl)sulfonyl)benzamide